C(C)(C)(C)OC(N(C)CC1=NC(=CC(=C1)Cl)N(CC)CC)=O ((4-chloro-6-(diethylamino)pyridin-2-yl)methyl)(methyl)carbamic acid tert-butyl ester